15-Hydroxy-stearate OC(CCCCCCCCCCCCCC(=O)[O-])CCC